O1N=C(C2=C1C=CC=C2)CC(=O)NCCCC2=CC=C(C=C2)C2=C(C=CC=C2)F 2-(benzo[d]isoxazol-3-yl)-N-(3-(2'-fluoro-[1,1'-biphenyl]-4-yl)propyl)acetamide